C(CN(OP(OC)(O)=O)OP(OC)(O)=O)N(OP(OC)(O)=O)OP(OC)(O)=O ethylenediaminetetra(methyl-phosphoric acid)